N-(2,4-dimethoxybenzyl)-2,6-difluoro-4-((S)-3-(methyl((R)-tetrahydrofuran-3-yl)amino)-3-(3-(trifluoromethyl)phenethyl)piperidin-1-yl)-N-(pyrimidin-4-yl)benzenesulfonamide COC1=C(CN(S(=O)(=O)C2=C(C=C(C=C2F)N2C[C@@](CCC2)(CCC2=CC(=CC=C2)C(F)(F)F)N([C@H]2COCC2)C)F)C2=NC=NC=C2)C=CC(=C1)OC